C(CCCC(=O)OC)(=O)OC methyl methyl glutarate